Tert-butyl 2-(2-cyclopentyl-5-((dibenzo[b,d]furan-2-ylmethyl)amino)-6-oxopyrimidin-1(6H)-yl)acetate C1(CCCC1)C=1N(C(C(=CN1)NCC1=CC2=C(OC3=C2C=CC=C3)C=C1)=O)CC(=O)OC(C)(C)C